1-(5-(3-(2-methoxyethyl)-2-methyl-3H-imidazo[4,5-b]pyridin-5-yl)pyrrolo[2,1-f][1,2,4]triazin-2-yl)-N4,N4-dimethylcyclohexane-1,4-diamine COCCN1C(=NC=2C1=NC(=CC2)C=2C=CN1N=C(N=CC12)C1(CCC(CC1)N(C)C)N)C